[Cl-].ClC=CC[N+]12CN3CN(CN(C1)C3)C2 1-(3-chloroallyl)-3,5,7-triaza-1-azonia-adamantane chloride